BrC1=CC2=C(N(C(N2C)=O)COCC[Si](C)(C)C)C=C1F 5-Bromo-6-fluoro-3-methyl-1-((2-(trimethylsilyl)ethoxy)methyl)-1,3-dihydro-2H-benzo[d]-imidazol-2-one